CC=1N=C2N(C=C(N=C2C)NC(=O)C=2C(=NC(=NC2)SC)OCC)C1 N-(2,8-dimethylimidazo[1,2-a]pyrazin-6-yl)-4-ethoxy-2-(methylsulfanyl)pyrimidine-5-carboxamide